CN1C(C2=C(C(=C1)C1=C(OC3=CC=C(C=C3)CCC3CCN(CC3)C(=O)OC(C)(C)C)C=CC(=C1)CS(=O)(=O)C)C=CN2)=O tert-butyl 4-[2-[4-[2-(6-methyl-7-oxo-1H-pyrrolo[2,3-c]pyridin-4-yl)-4-(methylsulfonylmethyl)phenoxy] phenyl] ethyl]piperidine-1-carboxylate